tert-butyl (2R)-2-[methoxy(methyl)carbamoyl]azetidine-1-carboxylate CON(C(=O)[C@@H]1N(CC1)C(=O)OC(C)(C)C)C